O1CCN(CC1)C1=CC=CC(=N1)C(=O)NN 6-morpholinopicolinohydrazide